CN1CC2CCC(C1)N2C2=CC=C(NC1=NC=C(C(=N1)NC1=CC=C3C(=N1)[C@](CC3)(O)CC)C#N)C=C2 |r| 2-[4-(3-methyl-3,8-diazabicyclo[3.2.1]octan-8-yl)anilino]-4-[[rac-(7S)-7-ethyl-7-hydroxy-5,6-dihydrocyclopenta[b]pyridin-2-yl]amino]pyrimidine-5-carbonitrile